COC(/C=C/C1=CC=CC=C1)CC (E)-(3-Methoxypent-1-en-1-yl)benzene